5-(2-(((1R,2R,4S)-7-Oxabicyclo[2.2.1]heptan-2-yl)(isopropyl)carbamoyl)-4-fluorophenoxy)pyrimidine 1-oxide [C@H]12[C@@H](C[C@H](CC1)O2)N(C(=O)C2=C(OC=1C=NC=[N+](C1)[O-])C=CC(=C2)F)C(C)C